methyl 2-(5-fluoropyridin-2-yl)-6-(2-methoxyethyl)-4,5,6,7-tetrahydropyrazolo[1,5-a]pyridine-6-carboxylate FC=1C=CC(=NC1)C1=NN2C(CCC(C2)(C(=O)OC)CCOC)=C1